C(#N)C1=CN(C=C1)CC1=CC=C(CN2N=CC(=C2)C(=O)OCC)C=C1 ethyl 1-(4-((3-cyano-1H-pyrrol-1-yl) methyl) benzyl)-1H-pyrazole-4-carboxylate